COC1=CC=C(C2OC3=CC(=CC(=C3C(C2O)=O)O)O)C=C1 4'-methoxy-3,5,7-trihydroxyflavanone